O=C1NC2=CC=CC=C2C(N1)=O 2,4-dioxo-1,2,3,4-tetrahydroquinazolin